3-[(tert-Butyldimethylsilanyl)oxy]-4-hydroxybutyric acid tert-butyl ester C(C)(C)(C)OC(CC(CO)O[Si](C)(C)C(C)(C)C)=O